CC1(N2CCOC3=C(SC(C(N1)=O)=C32)C3=C2C(=NC=C3)NN=C2)C 6,6-dimethyl-2-(1H-pyrazolo[3,4-b]pyridin-4-yl)-4,5,6,7-tetrahydro-8H-3-oxa-1-thia-5a,7-diazaacenaphthylen-8-one